C(C1=CC=CC=C1)OCCC1(CN=C2N1C=1N=C(N=CC1N2C)Cl)C 8-(2-(benzyloxy)ethyl)-2-chloro-5,8-dimethyl-7,8-dihydro-5H-imidazo[1,2-e]Purine